C1=CC=CC=2C3=CC=CC=C3C(C12)COC(=O)N[C@H](C(=O)OC(C)(C)C)CCI tert-butyl (S)-2-((((9H-fluoren-9-yl) methoxy) carbonyl) amino)-4-iodobutyrate